O[C@@H](C\C=C/CNC(OC(C)(C)C)=O)C tert-butyl (R,Z)-(5-hydroxyhex-2-en-1-yl)carbamate